ClC1=CC=C(C=C1)NC=1C=NN(C1C(=O)N)CC 4-((4-chlorophenyl)amino)-1-ethyl-1H-pyrazole-5-carboxamide